NC1=NC=CC(=C1)C[C@@H]1[C@H](N(C1=O)C(=O)N[C@H](CC)C1=C(C=CC(=C1)Cl)C)C(=O)N(C)C1=NN(C=C1)C (2S,3R)-3-((2-aminopyridin-4-yl)methyl)-N2-(1-methyl-1H-pyrazol-3-yl)-N1-((R)-1-(5-chloro-2-methylphenyl)propyl)-N2-methyl-4-oxoazetidine-1,2-dicarboxamide